2-[[1-(5-chloropyrimidin-2-yl)piperidin-4-yl]methyl]-6-(2,4-dimethyl-1,3-thiazol-5-yl)pyridazin-3-one ClC=1C=NC(=NC1)N1CCC(CC1)CN1N=C(C=CC1=O)C1=C(N=C(S1)C)C